P(=O)(O)(O)O.N[C@@H](CCCCN)C(=O)O lysine monophosphate